2-[3-(propan-2-yl)benzyl]morpholin-3-thione CC(C)C=1C=C(CC2C(NCCO2)=S)C=CC1